4-(4,4,5,5-tetramethyl-1,3,2-dioxaborolan-2-yl)-1-(3-(trifluoromethyl)benzyl)-1H-pyrazole CC1(OB(OC1(C)C)C=1C=NN(C1)CC1=CC(=CC=C1)C(F)(F)F)C